7-fluoro-4-isopropylisoquinolin-1(2H)-one FC1=CC=C2C(=CNC(C2=C1)=O)C(C)C